2'-deoxy-7-amino-methyl-7-deazaguanosine NC1=CN([C@]2(C[C@H](O)[C@@H](CO)O2)C)C=2N=C(NC(C12)=O)N